1,1'-(butane-1,4-diyl)bis(2-amino-1H-benzo[d]imidazole-5-carboxamide) C(CCCN1C(=NC2=C1C=CC(=C2)C(=O)N)N)N2C(=NC1=C2C=CC(=C1)C(=O)N)N